ClC=1C=C(C(=O)NC=2C=NC(=NC2)C2=NC=CC=C2)C=CC1F 3-chloro-4-fluoro-N-(2-(pyridin-2-yl)pyrimidin-5-yl)benzamide